C1(CC1)C(=O)NC1=NC=C(C(=N1)NC1=C2N(CC=3N(C2=CC=C1)N=C(N3)C)C)C(=O)NC([2H])([2H])[2H] (cyclopropanecarboxamido)-4-((2,5-dimethyl-4,5-dihydro-[1,2,4]triazolo[1,5-a]quinoxalin-6-yl)amino)-N-(methyl-d3)pyrimidine-5-carboxamide